1,1'-bis(3-sulfopropyl)-4,4'-bipyridine S(=O)(=O)(O)CCCN1C=CC(C=C1)=C1C=CN(C=C1)CCCS(=O)(=O)O